BrC=1CCCC2=C(C1C1=CC=C(C(=O)C3CN(C3)C(=O)OC(C)(C)C)C=C1)C=CC(=C2)C(=O)OC tert-butyl 3-(4-(8-bromo-3-(methoxycarbonyl)-6,7-dihydro-5H-benzo[7]annulen-9-yl)benzoyl)azetidine-1-carboxylate